BrCCN1C(SC2=C1C=CC(=C2)C(C2=CN=CC=C2)=O)=O 3-(2-bromoethyl)-6-nicotinoylbenzo[d]thiazol-2(3H)-one